C(C)OC1=C(C(=C(C=C1)C1=C(C2=C(CCC1)C=C(C=C2)O)C=2C=NC(=NC2)O[C@@H]2CN(CC2)CCCF)F)F 6-(4-Ethoxy-2,3-difluorophenyl)-5-[2-[(3S)-1-(3-fluoropropyl)pyrrolidin-3-yl]oxypyrimidin-5-yl]-8,9-dihydro-7H-benzo[7]annulen-2-ol